CC(C)(C)C=1C=C(C=C(C1)C(C)(C)C)NC1=CC2=CC=CC=C2C=C1 N-[3,5-bis(1,1-dimethylethyl)phenyl]-2-naphthylamine